C(C)(C)(C)OC(=O)N1CCC(CC1)C(CBr)=O 4-(2-bromoacetyl)piperidine-1-carboxylic acid tert-butyl ester